O=C1N(CCN1)C(=O)Cl 2-oxo-1-imidazolidinecarbonyl chloride